2-(3-chlorophenoxy)-9H-carbazole ClC=1C=C(OC2=CC=3NC4=CC=CC=C4C3C=C2)C=CC1